C(=O)N[C@@H](CC(C)C)C(=O)O N-formyl-leucine